3-Ethyl-2-(6-methylhept-5-en-2-yl)cyclopent-2-en-1-one C(C)C1=C(C(CC1)=O)C(C)CCC=C(C)C